1-cyclopropyl-6-fluoro-7-(4-(benzo[b]thiophen-7-ylmethyl) piperazin-1-yl)-4-oxo-1,4-dihydroquinoline-3-carboxylate C1(CC1)N1C=C(C(C2=CC(=C(C=C12)N1CCN(CC1)CC1=CC=CC2=C1SC=C2)F)=O)C(=O)[O-]